6-fluoro-2,9-dimethyl-7-(6-(3-(piperidin-1-yl)propoxy)pyridine-3-yl)-9,10-dihydro-8-oxa-2,4,10a-triazanaphtho[2,1,8-cde]azulene-1(2H)-one FC=1C=C2N=CC=3N(C(N4CC(OC(=C2C34)C1C=1C=NC(=CC1)OCCCN1CCCCC1)C)=O)C